N-(3-(2-bromo-2,2-difluoroacetamido)-2,6-difluorophenyl)-2-chloro-5-((1R,3R)-2,2-dichloro-3-(4-fluoro-3-(trifluoromethyl)phenyl)cyclopropane-1-carboxamido)-3-fluorobenzamide BrC(C(=O)NC=1C(=C(C(=CC1)F)NC(C1=C(C(=CC(=C1)NC(=O)[C@@H]1C([C@H]1C1=CC(=C(C=C1)F)C(F)(F)F)(Cl)Cl)F)Cl)=O)F)(F)F